N1(C=NC=C1)C1=CC2=C(C=N1)NC=N2 6-(1H-imidazol-1-yl)-3H-imidazo[4,5-c]pyridine